ClC=1C=CC(=C(C1)C=1C(=CC(=CC1)C(N[C@H](CCC)C1=CC=CC=C1)=O)C(=O)O)C1=NC2=C(N1)C=CC=C2F 5'-chloro-2'-(4-fluoro-1H-1,3-benzodiazol-2-yl)-4-{[(1R)-1-phenylbutyl]carbamoyl}-[1,1'-biphenyl]-2-carboxylic acid